ClC=1C=C(OCCCC2=CC(=NO2)C(=O)OCC)C=CC1Cl ethyl 5-(3-(3,4-dichlorophenoxy)propyl)isoxazole-3-carboxylate